CC1=C(C=CC=C1OCCCN1CC2(COC2)CC1)C1=C(C(=CC=C1)C=1SC2=C(CNCC2)N1)C 6-(3-((2,2'-dimethyl-3'-(4,5,6,7-tetrahydrothiazolo[4,5-c]pyridin-2-yl)-[1,1'-biphenyl]-3-yl)oxy)propyl)-2-oxa-6-azaspiro[3.4]octane